bromo-4-(1-cyclopropylethyl)benzene BrC1=CC=C(C=C1)C(C)C1CC1